N,N'-Cycloheptyl-p-phenylendiamin C1(CCCCCC1)NC1=CC=C(C=C1)N